ClC1=C(C=C(C(=C1)Cl)C(CNC1CCC(CC1)(C)O)C1=CC=CC=C1)C=1C(=CC=C(C1F)OCCOC)C(=O)N 2',4'-Dichloro-6-fluoro-5'-(2-(((1r,4r)-4-hydroxy-4-methylcyclohexyl)amino)-1-phenylethyl)-5-(2-methoxyethoxy)-[1,1'-biphenyl]-2-carboxamide